[(2R,3S,4R,5R)-5-[6-(benzylamino)purin-9-yl]-3,4-dihydroxy-tetrahydrofuran-2-yl]methoxymethyl-phosphonic acid C(C1=CC=CC=C1)NC1=C2N=CN(C2=NC=N1)[C@H]1[C@@H]([C@@H]([C@H](O1)COCP(O)(O)=O)O)O